37-oleoyloxy-heptatriacontanoic acid C(CCCCCCC\C=C/CCCCCCCC)(=O)OCCCCCCCCCCCCCCCCCCCCCCCCCCCCCCCCCCCCC(=O)O